methyl 4-{[(1-methylcyclobutyl)amino]methyl}thieno[2,3-b]pyridine-6-carboxylate CC1(CCC1)NCC1=C2C(=NC(=C1)C(=O)OC)SC=C2